F[B-](F)(F)F.CN1OCC2=C1C=CC=C2 1-methyl-2,1-benzisoxazole tetrafluoroborate